C(C)(=O)N(C1=CC(=CC(=C1)F)F)C=1SC(=C(N1)C(=O)N[C@H]1CCC12CCC2)C 2-(N-acetyl-3,5-difluoroanilino)-5-methyl-N-[(3S)-spiro[3.3]heptan-3-yl]-thiazole-4-carboxamide